(S)-5-(benzyloxy)-2-(5-fluorobenzo[d]oxazol-2-yl)-6-methoxy-1,2,3,4-tetrahydroisoquinoline-3-carboxylic acid C(C1=CC=CC=C1)OC1=C2C[C@H](N(CC2=CC=C1OC)C=1OC2=C(N1)C=C(C=C2)F)C(=O)O